(Z)-2-(4-(2-chloro-1,2-diphenylvinyl)phenoxy)-N,N-diethylethan-1-amine Cl\C(=C(\C1=CC=CC=C1)/C1=CC=C(OCCN(CC)CC)C=C1)\C1=CC=CC=C1